FN[C@@H](CCO)C(=O)O fluorohomoserine